FC(S(=O)(=O)OC(C(C([2H])([2H])N1C(C2=CC=CC=C2C1=O)=O)(F)F)([2H])[2H])(F)F 3-(1,3-dioxoisoindolin-2-yl)-2,2-difluoropropyl-1,1,3,3-d4 trifluoromethanesulfonate